ClC1=CC=C(CCC2=NOC(=N2)CN2N=CC(=C(C2=O)C)C(CO)O)C=C1 2-((3-(4-chlorophenethyl)-1,2,4-oxadiazol-5-yl)methyl)-5-(1,2-dihydroxyethyl)-4-methyl-pyridazin-3(2H)-one